[6-(aminomethyl)-8-[4-(trifluoromethoxy)phenyl]-5-quinolinyl]methanol NCC=1C(=C2C=CC=NC2=C(C1)C1=CC=C(C=C1)OC(F)(F)F)CO